2-(1-(cyclopropylsulfonyl)-1H-pyrazol-4-yl)-N-(4-(1-methyl-1H-pyrazol-4-yl)-5-((1-methyl-1H-pyrazol-4-yl)ethynyl)pyridin-2-yl)pyrimidin-4-amine C1(CC1)S(=O)(=O)N1N=CC(=C1)C1=NC=CC(=N1)NC1=NC=C(C(=C1)C=1C=NN(C1)C)C#CC=1C=NN(C1)C